C1(=CC=C(C=C1)C=1C2=CC=CC=C2C(=C2C=CC(=CC12)C1=CC=CC=C1)Br)C1=CC=CC=C1 9-[1,1'-biphenyl]-4-yl-10-bromo-2-phenylanthracene